4-(6-(6-((6-methoxypyridine-3-yl)methyl)-3,6-diazabicyclo[3.1.1]heptan-3-yl)pyridin-3-yl)pyrazolo[1,5-a]pyridine-3-carbonitrile COC1=CC=C(C=N1)CN1C2CN(CC1C2)C2=CC=C(C=N2)C=2C=1N(C=CC2)N=CC1C#N